1,2-di(4-fluorobenzoyl)benzene FC1=CC=C(C(=O)C2=C(C=CC=C2)C(C2=CC=C(C=C2)F)=O)C=C1